FC1=CC(=CC2=C1NC([C@H](CO2)NC(=O)C=2N=C1N(N2)[C@@H](CC1)C(F)(F)F)=O)C (5S)-N-[(3S)-6-fluoro-8-methyl-4-oxo-3,5-dihydro-2H-1,5-benzoxazepin-3-yl]-5-(trifluoromethyl)-6,7-dihydro-5H-pyrrolo[1,2-b][1,2,4]triazole-2-carboxamide